ClC1=C(C(=NC(=N1)C)C(C(=O)OCC)C(=O)OCC)C1OCCO1 diethyl 2-[6-chloro-5-(1,3-dioxolan-2-yl)-2-methyl-pyrimidin-4-yl]propanedioate